C1(CC1)CN1CC2(C1)CC(C2)N2CCC(CC2)C=2C=C(C1=C(N(C(=N1)C1=CC(=C(C=C1)OC)OC)C)C2)C 6-(1-(2-(cyclopropylmethyl)-2-azaspiro[3.3]hept-6-yl)piperidin-4-yl)-2-(3,4-dimethoxyphenyl)-1,4-dimethyl-1H-benzo[d]imidazole